NC1=C(C(=C(C=C1)N(C(OC(C)(C)C)=O)C(=O)OC(C)(C)C)C)C tert-Butyl N-(4-amino-2,3-dimethyl-phenyl)-N-tert-butoxycarbonyl-carbamate